2,2,2-trifluoro-1-phenylethyl 4-methylbenzenesulfonate CC1=CC=C(C=C1)S(=O)(=O)OC(C(F)(F)F)C1=CC=CC=C1